1-((7-(4,4-Difluoro-2,2-dimethylbutanoyl)-10-hydroxy-7-azaspiro[4.5]decan-10-yl)methyl)-N,N-dimethyl-6-oxo-4-phenyl-1,6-dihydropyridin-3-carboxamid FC(CC(C(=O)N1CC2(CCCC2)C(CC1)(O)CN1C=C(C(=CC1=O)C1=CC=CC=C1)C(=O)N(C)C)(C)C)F